7-((7-((1H-pyrrole-2-carbonyl)oxy)-2,2-diphenylbenzo[d][1,3]dioxol-5-carbonyl)oxy)-2,2-diphenylbenzo[d][1,3]Dioxole-5-carboxylic acid N1C(=CC=C1)C(=O)OC1=CC(=CC2=C1OC(O2)(C2=CC=CC=C2)C2=CC=CC=C2)C(=O)OC2=CC(=CC1=C2OC(O1)(C1=CC=CC=C1)C1=CC=CC=C1)C(=O)O